N[C@@H]1CN(CC1)C1=C(C=CC=2N(C(=NC21)C(F)(F)F)C)NC(=O)C=2C(N(N=CC2)C2=C(C=CC=C2OC)F)=O (S)-N-(4-(3-aminopyrrolidin-1-yl)-1-methyl-2-(trifluoromethyl)-1H-benzo[d]imidazol-5-yl)-2-(2-fluoro-6-methoxyphenyl)-3-oxo-2,3-dihydropyridazine-4-carboxamide